diethylbutane bis(diisopropylcarbamate) C(C)(C)N(C(O)=O)C(C)C.C(C)(C)N(C(O)=O)C(C)C.C(C)C(C(C)CC)C